3-(3-(trifluoromethyl)phenyl)propan-1-amine FC(C=1C=C(C=CC1)CCCN)(F)F